N[C@H]1CN(C[C@@H]1O)C(=O)C=1NC2=C(C(=C(C=C2C1)Br)F)F ((3S,4S)-3-amino-4-hydroxypyrrolidin-1-yl)(5-bromo-6,7-difluoro-1H-indol-2-yl)methanone